OC[C@H]1N(C[C@@H](CC1)N(C1=CC=C(C=C1)C(F)(F)F)C)C(=O)OC(C)(C)C tert-butyl (2S,5R)-(2-(hydroxymethyl)-5-(methyl-(4-(trifluoromethyl) phenyl) amino) piperidin-1-yl)carboxylate